(S)-3-(5-(((S)-1-((8-Fluoro-2-morpholinoquinolin-6-yl)methyl)pyrrolidin-3-yl)oxy)-1-oxoisoindolin-2-yl)piperidine-2,6-dione FC=1C=C(C=C2C=CC(=NC12)N1CCOCC1)CN1C[C@H](CC1)OC=1C=C2CN(C(C2=CC1)=O)[C@@H]1C(NC(CC1)=O)=O